3-(6-methoxypyridin-3-yl)-3-[1-(trifluoromethyl)cyclopropyl]propanoic acid COC1=CC=C(C=N1)C(CC(=O)O)C1(CC1)C(F)(F)F